N-(2,5-dichlorophenyl)-2-(1-methyl-1H-pyrazol-4-yl)thiazole-4-carboxamide ClC1=C(C=C(C=C1)Cl)NC(=O)C=1N=C(SC1)C=1C=NN(C1)C